ClC=1C=CC(=NC1C#N)NC(=S)N 1-(5-chloro-6-cyanopyridin-2-yl)thiourea